Cl.COC1CC(C1)N (1r,3r)-3-methoxycyclobutaneamine hydrochloride